C1(CCCCC1)S(=O)(=O)C1=CC=C(C=C1)S(=O)(=O)O 4-(cyclohexylsulfonyl)benzenesulfonic acid